C(C)OC(=O)[C@@H](O)[C@@H](O)[C@H](O)CO.BrC=1C=C(C=CC1)N1C(=NC(=C1C(C)=O)C1=CC=CC=C1)C1=CC=CC=C1 1-(1-(3-bromophenyl)-2,4-diphenyl-1H-imidazol-5-yl)ethane-1-one ethyl-lyxonate